CC([SH+]C(C1=CC=CC=C1)=O)C Dimethylbenzoyl-methyl-sulfonium